N1C=C(C2=CC=CC=C12)CCC1CNC2=C(O1)C(=NC(=N2)C=2C(=NC=CC2)OC)N [2-(1H-indol-3-yl)ethyl]-2-(2-methoxy-3-pyridyl)-7,8-dihydro-6H-pyrimido[5,4-b][1,4]oxazin-4-amine